Cl.ClC1=CC=C(C[C@H]2CO[C@H](CN2C2CCC(CC2)C2=NN(C(=C2)C)C)C(=O)NC(C)C)C=C1 (2R,5S)-5-(4-chlorobenzyl)-4-(4-(1,5-dimethyl-1H-pyrazol-3-yl)cyclohexyl)-N-isopropylmorpholine-2-carboxamide hydrochloride